C(C)(C)(C)OC(=O)N1CCN(CC1)C1=NC=CC(=C1)C=1C(=C(C=C(C1)C(NC)=O)C1=CC(=C(C=C1)NC(C)=O)F)OC 4-(4-(4'-acetamido-3'-fluoro-2-methoxy-5-(methylcarbamoyl)-[1,1'-biphenyl]-3-yl)pyridin-2-yl)piperazine-1-carboxylic acid tert-butyl ester